(S)-4-((2-cyano-4-fluorophenyl)thio)-6-(1-(1-(2-hydroxypropanoyl)piperidin-4-yl)-1H-pyrazol-4-yl)pyrazolo[1,5-a]pyridine-3-carbonitrile C(#N)C1=C(C=CC(=C1)F)SC=1C=2N(C=C(C1)C=1C=NN(C1)C1CCN(CC1)C([C@H](C)O)=O)N=CC2C#N